1-(4-Methylbenzyl)-2-nitrobenzene CC1=CC=C(CC2=C(C=CC=C2)[N+](=O)[O-])C=C1